C(C)(C)(C)N(C(O)=O)CCCC[C@@H](C1=NC(=NO1)CC1=CC=CC=C1)NC([C@@H](CC1=C(C=C(C=C1C)O)C)N)=O.COCCC=1C=C(C=CC1)NC(=O)C=1SC=CC1 N-(3-(2-methoxyethyl)phenyl)thiophene-2-carboxamide tert-butyl-((S)-5-((R)-2-amino-3-(4-hydroxy-2,6-dimethylphenyl)propanamido)-5-(3-benzyl-1,2,4-oxadiazol-5-yl)pentyl)carbamate